C(C)(C)(C)C(C(=O)[O-])(C(=O)[O-])CCCC 2-(tert-butyl)-2-butylmalonate